Diethyl-diisopropyloxysilane C(C)[Si](OC(C)C)(OC(C)C)CC